6-(5-azaspiro[2.5]octane-5-yl)quinoline-4-carboxylic acid C1CC12CN(CCC2)C=2C=C1C(=CC=NC1=CC2)C(=O)O